((3R)-4-amino-3-methyl-1,3-dihydrofuro[3,4-c]quinolin-8-yl)((3S,3aR,6aS)-3-phenylhexahydrocyclopenta[b]pyrrol-1(2H)-yl)methanone NC1=NC=2C=CC(=CC2C2=C1[C@H](OC2)C)C(=O)N2[C@@H]1[C@@H]([C@H](C2)C2=CC=CC=C2)CCC1